FC1=C(C=C(C(=C1)F)CS(=O)(=O)C)NC1=NC=C(C(=N1)C=1C=C2C(NC(C2=CC1)=O)(C)C)F 5-(2-((2,4-Difluoro-5-((methylsulfonyl)methyl)phenyl)amino)-5-fluoropyrimidin-4-yl)-3,3-Dimethylisoindolin-1-one